1-benzyl 4-(tert-butyl) (R)-2-(2,5-difluorophenyl)piperazine-1,4-dicarboxylate FC1=C(C=C(C=C1)F)[C@H]1N(CCN(C1)C(=O)OC(C)(C)C)C(=O)OCC1=CC=CC=C1